methyl 2-ethyl-4-[[4-(trifluoromethyl)phenyl]-methyl]indazole-3-carboxylate C(C)N1N=C2C=CC=C(C2=C1C(=O)OC)CC1=CC=C(C=C1)C(F)(F)F